FC=1C=C(N2N=C(N=CC21)N[C@H]2[C@@H](CN(CC2)S(=O)(=O)C)O)C2=NC(=CC=C2)C(F)(F)F (3R,4R)-4-((5-fluoro-7-(6-(trifluoromethyl)pyridin-2-yl)pyrrolo[2,1-f][1,2,4]triazin-2-yl)amino)-1-(methylsulfonyl)piperidin-3-ol